CC1(N(CCC1C(=O)N)C)C trimethylpyrrolidine-3-carboxamide